NC1=NC=CC(=C1)C=1C=C2C=CN(C(C2=CC1)=O)CC=1C=C(C(=O)NCC2=CC=CC=C2)C=CC1 3-((6-(2-aminopyridin-4-yl)-1-oxoisoquinolin-2(1H)-yl)methyl)-N-benzyl-benzamide